CC1=CC=CC(=N1)C[C@](C(=O)OC(C1=CC=CC=C1)C(F)(F)F)(CC1CC1)NC(C[C@H]1N(C(CC1)=O)CC1=C(C(=CC=C1)F)F)=O trifluoromethyl-phenyl-methanol (6-Methylpyridin-2-yl)methyl-(S)-3-cyclopropyl-2-(2-((S)-1-(2,3-difluorobenzyl)-5-oxopyrrolidin-2-yl)acetamido)propanoate